ClC1=NC(=NC(=C1)Cl)C(C)C 4,6-dichloro-2-isopropylpyrimidine